6-bromo-5-(2-fluoro-phenyl)-2,3-dihydro[1,3]thiazolo[4,5-b]pyridine BrC=1C=C2C(=NC1C1=C(C=CC=C1)F)NCS2